C(C)OC1=C(C=C(C=C1)C1=CC=C2C(C(COC2=C1)(C)C)NC(O[C@@H]1CN2CCC1CC2)=O)C(F)(F)F (S)-quinuclidin-3-yl (7-(4-ethoxy-3-(trifluoromethyl)phenyl)-3,3-dimethylchroman-4-yl)carbamate